2-(2,4-Difluorophenyl)-7-fluoro-4-(3-(methyl-sulfonyl)phenyl)phthalazin-1(2H)-one FC1=C(C=CC(=C1)F)N1C(C2=CC(=CC=C2C(=N1)C1=CC(=CC=C1)S(=O)(=O)C)F)=O